FC(C1=CC=C(C=N1)C=1C=C(C(N(N1)C=1C=NN(C1)C)=O)C(=O)N[C@H](CO)C)F 6-[6-(difluoromethyl)pyridin-3-yl]-N-[(2S)-1-hydroxy-prop-2-yl]-2-(1-methyl-1H-pyrazol-4-yl)-3-oxo-2,3-dihydropyridazine-4-carboxamide